BrC1=NC(=CC(=C1)CS(=O)(=O)NCC1=CC=C(C=C1)OC)N1[C@H](COCC1)CC (S)-1-(2-bromo-6-(3-ethylmorpholino)pyridin-4-yl)-N-(4-methoxybenzyl)methanesulfonamide